(R)-1-(3-amino-5-bromo-4-((1-hydroxypropan-2-yl)amino)phenyl)-2-(4-(chlorodifluoromethoxy)phenyl)ethanone NC=1C=C(C=C(C1N[C@@H](CO)C)Br)C(CC1=CC=C(C=C1)OC(F)(F)Cl)=O